N-((5'H,7'H-spiro[cyclopropane-1,4'-thieno[2,3-c]pyran]-7'-yl)methyl)-2,2,2-trifluoroacetamide S1C=CC2=C1C(OCC21CC1)CNC(C(F)(F)F)=O